C1(CC1)S(=O)(=O)N1CCC(CC1)NC=1N=CC2=C(N1)C(=NC(=C2)C)N2CC1(C2)CNC1 N-(1-(cyclopropylsulfonyl)piperidin-4-yl)-6-methyl-8-(2,6-diazaspiro[3.3]heptan-2-yl)pyrido[3,4-d]pyrimidin-2-amine